C12CN(CC(CC1)O2)CCNC(C2=CN=C(C(=C2)NC2=NN(C=1C=3N(N=CC12)C=C(C3)C=3C=NN(C3)C)C)C)=O N-(2-(8-oxa-3-azabicyclo[3.2.1]octan-3-yl)ethyl)-6-methyl-5-((1-methyl-8-(1-methyl-1H-pyrazol-4-yl)-1H-pyrazolo[3,4-d]pyrrolo[1,2-b]pyridazin-3-yl)amino)nicotinamide